BrC1=C(C=CC(=C1)OC1(CC1)C)[N+](=O)[O-] 2-bromo-4-(1-methylcyclopropoxy)-1-nitro-benzene